C(CCCCCC\C=C\C=C\C)O E,E-8,10-DODECADIEN-1-OL